BrC1=CN(C2=NC=CC(=C21)SC2=CC=C(C=C2)NC(=O)NCC2(COC2)C)COCC[Si](C)(C)C N-{4-[(3-bromo-1-{[2-(trimethylsilyl)ethoxy]methyl}-1H-pyrrolo[2,3-b]pyridin-4-yl)sulfanyl]phenyl}-N'-[(3-methyloxetan-3-yl)methyl]urea